O1C(CCCC1)CC(=O)N1CCC2(C(C2)CNC(=O)C2=CC=3C(=CN=CC3)O2)CC1 N-[[6-(2-tetrahydropyran-2-ylacetyl)-6-azaspiro[2.5]octan-2-yl]methyl]furo[2,3-c]pyridine-2-carboxamide